OB1OCC(CC1)OC1=NC=CC(=C1)C=1C(=C2CCCC2=CC1)NC(=O)NS(=O)(=O)C1=NN(C=C1)C(C)C N-((5-(2-((2-hydroxy-1,2-oxaborinan-5-yl)oxy)pyridin-4-yl)-2,3-dihydro-1H-inden-4-yl)carbamoyl)-1-isopropyl-1H-pyrazole-3-sulfonamide